C(#N)CN1N=C(C=C1)C1=C2C=C(N=CC2=C(N=C1)NC)NC(=O)C1CC1 N-(5-(1-(cyanomethyl)-1H-pyrazol-3-yl)-8-(methylamino)-2,7-naphthyridin-3-yl)cyclopropanecarboxamide